FC(CN(C1=C(C(=CC=C1)C#CC1(CC1)C(F)(F)F)F)C1=NC(NC2=CC=C(C=C12)F)=O)F 4-[N-(2,2-difluoroethyl)-2-fluoro-3-[2-[1-(trifluoromethyl)cyclopropyl]ethynyl]anilino]-6-fluoro-1H-quinazolin-2-one